(R)-7-((2S,4R)-4-(Methylamino)-2-phenylpiperidine-1-carbonyl)-7-azaspiro[4.5]decan CN[C@H]1C[C@H](N(CC1)C(=O)N1CC2(CCCC2)CCC1)C1=CC=CC=C1